The molecule is an ammonium ion that is acridine half-mustard in which both of the secondary amino groups have been protonated. It is a conjugate acid of an acridine half-mustard. COC1=CC2=C(C3=C(C=C(C=C3)Cl)N=C2C=C1)[NH2+]CCC[NH2+]CCCl